C=1C(=CN2C=NC=CC12)C1=C(C=C2C=C(NC2=C1)CNC(C)=O)Cl N-{[6-(3a,5-diaza-2-indenyl)-5-chloro-2-indolyl]methyl}acetamide